(R)-N-(1-(1,1-difluoro-2,3-dihydro-1H-inden-4-yl)ethyl)-5-(3,3-difluorocyclobutyl)-4-oxo-4,5-dihydro-1H-pyrazolo[4,3-c]pyridine-7-carboxamide FC1(CCC2=C(C=CC=C12)[C@@H](C)NC(=O)C=1C2=C(C(N(C1)C1CC(C1)(F)F)=O)C=NN2)F